O=C1NC(CCC1N1C(N(C2=C1C=CC(=C2)C2CCN(CC2)CC2=C(C(=O)OC(C)(C)C)C=C(C=C2)[N+](=O)[O-])C)=O)=O tert-butyl 2-[[4-[1-(2,6-dioxo-3-piperidyl)-3-methyl-2-oxo-benzimidazol-5-yl]-1-piperidyl]methyl]-5-nitro-benzoate